FC(OC1=CC2=C(N=C(O2)C=2C(=C(C=CC2)C2=C(C(=CC=C2)NC=2N=CC=C3C=C(C=NC23)CNCC2NC(CC2)=O)C)C)C=C1CN1[C@@H](CCC1)C(=O)O)F ((6-(difluoromethoxy)-2-(2,2'-dimethyl-3'-((3-((((5-oxopyrrolidin-2-yl)methyl)amino)methyl)-1,7-naphthyridin-8-yl)amino)-[1,1'-biphenyl]-3-yl)benzo[d]oxazol-5-yl)methyl)proline